(R)-3-(hydroxymethyl)-1,4-oxazepan-6-one O-methyl oxime CON=C1CN[C@@H](COC1)CO